3-Methoxy-4-(((1-methyl-1H-pyrazolo[3,4-b]pyridin-4-yl)amino)methyl)benzenesulfonamide COC=1C=C(C=CC1CNC1=C2C(=NC=C1)N(N=C2)C)S(=O)(=O)N